CNC1(CCCCC1)NC trans-N,N'-dimethylcyclohexanediamine